C(C)OC(=O)C1=COC2=C1C=C(C=C2CN(C)C2CC2)Br 5-bromo-7-((cyclopropyl-(methyl)amino)methyl)benzofuran-3-carboxylic acid ethyl ester